C(C)(C)(C)OC(=O)N1CC2C(C1)CC(C2)N2N=C(C=1C2=NC=NC1N)C1=CC=C(C=C1)OC1=CC=CC=C1 5-(4-amino-3-(4-phenoxyphenyl)-1H-pyrazolo[3,4-d]pyrimidin-1-yl)hexahydrocyclopenta[c]pyrrole-2(1H)-carboxylic acid tert-butyl ester